N-((1H-benzo[d]imidazol-6-yl)methyl)-N-(3-methoxybenzyl)-4-((2-(3-methoxybenzyloxy)ethoxy)methyl)aniline N1C=NC2=C1C=C(C=C2)CN(C2=CC=C(C=C2)COCCOCC2=CC(=CC=C2)OC)CC2=CC(=CC=C2)OC